C[C@@H]1N([C@@H](CC1)C)C1=NC(=CC=C1C(=O)NS(=O)(=O)C1=CC=NN1)C1=CC=C(C=C1)OCC(C)C 2-[(2S,5R)-2,5-Dimethylpyrrolidin-1-yl]-6-(4-isobutoxyphenyl)-N-(1H-pyrazol-5-ylsulfonyl)pyridin-3-carboxamid